(E)-1-(6-(7-chloro-8-(5-methyl-1H-indazol-4-yl)chroman-6-yl)-2,6-diazaspiro[3.4]octan-2-yl)-4-(dimethylamino)but-2-en-1-one ClC1=C(C=C2CCCOC2=C1C1=C2C=NNC2=CC=C1C)N1CC2(CN(C2)C(\C=C\CN(C)C)=O)CC1